C1(CC1)C(=O)N1C=CC2=CC(=CC=C12)C=1N=C(SC1C)C(=O)O 4-(1-(cyclopropanecarbonyl)indol-5-yl)-5-methylthiazole-2-carboxylic acid